FCCCC(C)F 1,4-difluoropentane